O=C1N(C(CC1)=O)C(C(=O)[O-])CC(C)C 2,5-dioxopyrrolidin-1-yl-4-methylpentanoate